[N+](=[N-])=CC(CCC(C(=O)OC)NC([C@H](C)OC)=O)=O methyl 6-diazo-2-((S)-2-methoxypropanamido)-5-oxohexanoate